BrC1=CC(=CC2=CC=CC=C12)OS(=O)(=O)C (4-bromonaphthalen-2-yl)(methyl)sulfonic acid